Deoxyuridine [C@@H]1(C[C@H](O)[C@@H](CO)O1)N1C(=O)NC(=O)C=C1